tert-butyl (1R,5R,7S)-6-(7-(8-ethynyl-7-fluoronaphthalen-1-yl)-8-fluoro-2-methyl-1,6-naphthyridin-4-yl)-7-methyl-2,6-diazabicyclo[3.2.0]heptane-2-carboxylate C(#C)C=1C(=CC=C2C=CC=C(C12)C1=NC=C2C(=CC(=NC2=C1F)C)N1[C@@H]2CCN([C@@H]2[C@@H]1C)C(=O)OC(C)(C)C)F